methyl 1-[5-[(3R)-3-amino-5-[(4-chloro-phenyl)methyl]-8-fluoro-1,1,4-trioxo-2,3-dihydro-1λ6,5-benzo-thiazepin-7-yl]-1,3,4-oxadiazol-2-yl]-3-azabicyclo[3.1.1]-heptane-3-carboxylate N[C@H]1CS(C2=C(N(C1=O)CC1=CC=C(C=C1)Cl)C=C(C(=C2)F)C2=NN=C(O2)C21CN(CC(C2)C1)C(=O)OC)(=O)=O